C(=O)(O)C(CC1C2=CC=CC=C2C=2C=CC=CC12)CC(=O)O 9-(2',3-dicarboxypropyl)fluorene